C(C)(C)(C)OC(=O)NCC1=CC=C(C(=O)OC)C=C1 methyl 4-[(tert-butoxycarbonylamino)methyl]benzoate